4,4'-butylidenebis[2-t-butyl-5-methylphenol] C(CCC)(C1=CC(=C(C=C1C)O)C(C)(C)C)C1=CC(=C(C=C1C)O)C(C)(C)C